Homovanillyl alcohol sulfate S(=O)(=O)(O)O.C(CC1=CC(OC)=C(O)C=C1)O